ethyl (7S)-11-oxo-14-(2-trimethylsilylethynyl)-2,4,10-triazatetracyclo[10.4.0.02,6.07,10]hexadeca-1(16),3,5,12,14-pentaene-5-carboxylate O=C1N2CC[C@H]2C2=C(N=CN2C2=CC=C(C=C12)C#C[Si](C)(C)C)C(=O)OCC